FC1=C2C(=NC=3N(C2=CC=C1F)C(=NN3)C)N3CCOCC1=C3C=CC=C1C#CC(C)(C=1OC(=CN1)C)C 1-(6,7-difluoro-1-methyl-[1,2,4]triazolo[4,3-a]quinazolin-5-yl)-6-(3-methyl-3-(5-methyloxazol-2-yl)but-1-yn-1-yl)-1,2,3,5-tetrahydrobenzo[e][1,4]oxazepine